NC=1C2=C(N=CN1)N(C=C2)C2(C1(CC1CC2O)CCC2=CC=C1C=CC(=NC1=C2)NC2CCC2)O 4-Amino-7H-pyrrolo[2,3-d]pyrimidin-7-yl-1-(2-(2-(cyclobutylamino)quinolin-7-yl)ethyl)bicyclo[3.1.0]hexane-2,3-diol